1,3,5-triisocyanatotoluene N(=C=O)C1(C)CC(=CC(=C1)N=C=O)N=C=O